R-1H-indole-7-carboxamide N1C=CC2=CC=CC(=C12)C(=O)N